C(#C)C=1C=C(C(=O)N2CCN(CC2)C2=NC=C(C#N)C=C2)C=CC1 6-(4-(3-ethynylbenzoyl)piperazin-1-yl)nicotinonitrile